2-(4-chloro-3-fluorophenoxy)-2-methyl-N-(3-(5-(5-oxo-4,5-dihydro-1,2,4-oxadiazol-3-yl)thiophen-3-yl)phenyl)propanamide ClC1=C(C=C(OC(C(=O)NC2=CC(=CC=C2)C2=CSC(=C2)C2=NOC(N2)=O)(C)C)C=C1)F